1,2,4-triphenyl-1,2,4-triazolidine C1(=CC=CC=C1)N1N(CN(C1)C1=CC=CC=C1)C1=CC=CC=C1